N,N-diethyl-n-hexylamine C(C)N(CC)CCCCCC